3-bromo-5-(tetrahydro-2H-pyran-4-yl)pyrazine-2-amine BrC=1C(=NC=C(N1)C1CCOCC1)N